[Na+].P(=O)(OC1=CC=CC=C1)([O-])[O-].[Na+] Phenyl Phosphate Sodium